(9-(((1S,4S)-4-(3,4-dichlorophenyl)-1,2,3,4-tetrahydronaphthalen-1-yl)(methyl)amino)-9-oxononyl)triphenylphosphine ClC=1C=C(C=CC1Cl)[C@@H]1CC[C@@H](C2=CC=CC=C12)N(C(CCCCCCCCC1=C(C=CC=C1)P(C1=CC=CC=C1)C1=CC=CC=C1)=O)C